6-((4-((3-chloro-2-methoxyphenyl)amino)-2-methyl-3-oxo-2,3-dihydro-1H-pyrazolo[3,4-b]pyridin-6-yl)amino)-3-methylpyridinecarbonitrile ClC=1C(=C(C=CC1)NC1=C2C(=NC(=C1)NC1=CC=C(C(=N1)C#N)C)NN(C2=O)C)OC